OC1=C(C(=O)C2=CC=CC=C2)C=CC(C1)(OC)O 2,4-dihydroxy-4-methoxybenzophenone